Cl.ClC1=CC=C(C[C@H]2CO[C@H](CN2C2CCC(CC2)C2=NN(C(=C2)F)C)CS(=O)(=O)C)C=C1 (2R,5S)-5-(4-chlorobenzyl)-4-(4-(5-fluoro-1-methyl-1H-pyrazol-3-yl)cyclohexyl)-2-((methylsulfonyl)methyl)-morpholine hydrochloride